tert-butyl 4-[1-[4-(4-cyano-2,6-difluoro-phenyl)piperazin-1-yl]-1-methyl-ethyl]piperidine-1-carboxylate C(#N)C1=CC(=C(C(=C1)F)N1CCN(CC1)C(C)(C)C1CCN(CC1)C(=O)OC(C)(C)C)F